N-[4-(4-tert-butylpyrazol-1-yl)-2,6-difluoro-phenyl]-3,5-dichloro-benzenesulfonamide C(C)(C)(C)C=1C=NN(C1)C1=CC(=C(C(=C1)F)NS(=O)(=O)C1=CC(=CC(=C1)Cl)Cl)F